CN1N=CC2=C1N=CN(C2=O)NC2=CC(=CC=C2)C 1-methyl-5-(3-methylphenylamino)-1,5-dihydro-4H-pyrazolo[3,4-d]pyrimidin-4-one